methyl-N-(5-methylpyridin-2-yl)-3-nitrobenzamide CC1=C(C(=O)NC2=NC=C(C=C2)C)C=CC=C1[N+](=O)[O-]